NC1=C(C=NC(=C1)N)C#N 4,6-diaminopyridine-3-carbonitrile